11-[[(1S)-1-[(2S,4R)-4-hydroxy-2-[[(1S)-1-[4-(4-methylthiazol-5-yl)phenyl]ethyl]carbamoyl]pyrrolidine-1-carbonyl]-2,2-dimethyl-propyl]amino]-11-oxo-undecanoic acid O[C@@H]1C[C@H](N(C1)C(=O)[C@H](C(C)(C)C)NC(CCCCCCCCCC(=O)O)=O)C(N[C@@H](C)C1=CC=C(C=C1)C1=C(N=CS1)C)=O